C(#C)C=1C=C2N(N1)CCC2 2-ethynyl-5,6-dihydro-4H-pyrrolo[1,2-b]pyrazole